C(C1=CC=CC=C1)NC(=O)C=1C(NC(N([C@H]2C[C@H](O)[C@@H](CO)O2)C1)=O)=O 5-benzylaminocarbonyl-2'-deoxyuridine